BrCC=1C=CC(=C(C(=O)NC2=CC=CC=C2)C1)Cl 5-(bromomethyl)-2-chloro-N-phenylbenzamide